(2S,4R)-1-(2-(3-Acetyl-5-(4-(methylsulfonyl)piperazin-1-yl)-1H-indol-yl)acetyl)-N-(2'-chloro-2-fluoro-[1,1'-biphenyl]-3-yl)-4-fluoropyrrolidine-2-carboxamide C(C)(=O)C1=CN(C2=CC=C(C=C12)N1CCN(CC1)S(=O)(=O)C)CC(=O)N1[C@@H](C[C@H](C1)F)C(=O)NC=1C(=C(C=CC1)C1=C(C=CC=C1)Cl)F